2-methyl-1-heptadecanal CC(C=O)CCCCCCCCCCCCCCC